5-[2-fluoro-6-hydroxy-4-(2-methoxy-3-pyridinyl)phenyl]-1,1-dioxo-1,2,5-thiadiazolidin-3-one FC1=C(C(=CC(=C1)C=1C(=NC=CC1)OC)O)N1CC(NS1(=O)=O)=O